OCC1N(C=C(CC1)C1=CC=C(C=C1)C(F)(F)F)C(=O)OC(C)(C)C tert-butyl 2-(hydroxymethyl)-5-(4-(trifluoromethyl) phenyl)-3,4-dihydropyridine-1(2H)-carboxylate